NC1=C2C(=C3C(=N1)C=C(S3)C3CCN(CC3)C(CCOCCNC(=O)[O-])=O)N(C(=N2)CCCC)CC2CCOCC2 ({2-[(3-{4-[4-amino-2-butyl-1-(3,4,5,6-tetrahydro-2H-pyran-4-ylmethyl) Thiopheno[3,2-b]imidazolo[4,5-d]pyridin-7-yl]hexahydropyridin-1-yl}-3-oxopropyl)oxy]ethyl}amino)carboxylate